7-(oxan-4-yl)isoquinolin O1CCC(CC1)C1=CC=C2C=CN=CC2=C1